C1(=CC=CC=C1)S(=O)(=O)N1C=CC=2C1=NC=C(C2C=2N=C(C=1OC[C@@H]3COC[C@H](N3C1N2)C)C(C)(C)S(=O)(=O)C)[N+](=O)[O-] (5R,8aS)-3-(1-benzenesulfonyl-5-nitro-1H-pyrrolo[2,3-b]pyridin-4-yl)-1-(1-methanesulfonyl-1-methyl-ethyl)-5-methyl-5,6,8a,9-tetrahydro-8H-7,10-dioxa-2,4,4b-triazaphenanthrene